Cl.N1=CC(=CC=C1)C1=C2CCCNC2=CC=C1 5-(pyridin-3-yl)-1,2,3,4-tetrahydroquinoline hydrochloride